benzyl acrylate 2-methoxyethyl-acrylate tert-butyl-4-(5-bromo-1H-benzimidazol-2-yl)piperazine-1-carboxylate C(C)(C)(C)OC(=O)N1CCN(CC1)C1=NC2=C(N1)C=CC(=C2)Br.COCCOC(C=C)=O.C(C=C)(=O)OCC2=CC=CC=C2